benzonitrile methanesulfonate CS(=O)(=O)O.C(C1=CC=CC=C1)#N